dimethylamino(methyl)phenol CN(C)C=1C(=C(C=CC1)O)C